COC=1C=C(C=CC1NC1=NC=CC(=N1)NC)C=O (3-methoxy-4-((4-(methylamino)pyrimidin-2-yl)amino)phenyl)methanone